[C@H]12CC(C[C@H](CC1)N2)OC2=CC=C(N=N2)C2=C(C=C(C=C2)C2=CC(N(C=C2)C)=O)O 4-(4-(6-(((1R,3s,5S)-8-azabicyclo[3.2.1]octan-3-yl)oxy)pyridazin-3-yl)-3-hydroxyphenyl)-1-methylpyridin-2(1H)-one